FC1(CCN(CC1)C1=NC(=CC(=N1)C=1N=NN(N1)C1=C(C=C(C=C1)C(CO)S(=O)(=O)N)N1CCC2(CC2)CC1)C)F (4-(5-(2-(4,4-difluoropiperidin-1-yl)-6-methylpyrimidin-4-yl)-2H-tetrazol-2-yl)-3-(6-azaspiro[2.5]oct-6-yl)phenyl)-2-hydroxyethanesulfonamide